bromodimethylphenol BrC1=C(C(=C(C=C1)O)C)C